4-(3-aminophenoxy)-N-(3-fluoro-4-(2-methoxyethoxy)phenyl)-7H-pyrrolo[2,3-d]pyrimidin-2-amine NC=1C=C(OC=2C3=C(N=C(N2)NC2=CC(=C(C=C2)OCCOC)F)NC=C3)C=CC1